FC=1C=CC2=C(NC(=NS2(=O)=O)NCC2=NC=CC=C2F)C1C#CC1=CC=CC=C1 6-fluoro-3-(((3-fluoropyridin-2-yl)methyl)amino)-5-(phenylethynyl)-4H-benzo[e][1,2,4]-thiadiazine 1,1-dioxide